N-(4-(cis-bicyclo[3.1.0]hexan-3-yloxy)-3,5-difluorophenyl)-5-ethyl-2-(hexahydro-5H-furo[2,3-c]pyrrol-5-yl)oxazole-4-carboxamide C12CC(CC2C1)OC1=C(C=C(C=C1F)NC(=O)C=1N=C(OC1CC)N1CC2C(C1)CCO2)F